ClC=1C(=C(C=CC1)S(=O)(=O)CN1[C@@H](CC(CC1)(C(=O)O)CC1=NC(=CC=C1F)NC1=NNC(=C1)C)C)F (2R)-1-(((3-chloro-2-fluorophenyl)sulfonyl)methyl)-4-((3-fluoro-6-((5-methyl-1H-pyrazol-3-yl)amino)pyridin-2-yl)methyl)-2-methylpiperidine-4-carboxylic acid